(tert-butoxycarbonyl)carbamate C(C)(C)(C)OC(=O)NC([O-])=O